C(C)(=O)C1=C(C2=C(N=C(N=C2)NC2=CC=C(C=N2)N2CCN(CC2)CCCCN(C=2C=C3CN(CC3=CC2)C2C(NC(CC2)=O)=O)C)N(C1=O)C1CCCC1)C 5-((4-(4-(6-((6-acetyl-8-cyclopentyl-5-methyl-7-oxo-7,8-dihydropyrido[2,3-d]pyrimidin-2-yl)amino)pyridin-3-yl)piperazin-1-yl)butyl)(methyl)amino)-2-(2,6-dioxopiperidin-3-yl)isoindoline